[Zn].[Pb].[W].[Sn] stannum-tungsten-lead-zinc